COC1=C(C=CC(=C1)OC)CNC(=O)C1=CC2=C(C(=N1)C=1N(C=C(N1)C1=CC(=NN1CC)C)C)C=NN2C N-[(2,4-dimethoxyphenyl)methyl]-4-[4-(1-ethyl-3-methyl-1H-pyrazol-5-yl)-1-methyl-1H-imidazol-2-yl]-1-methyl-1H-pyrazolo[4,3-c]pyridine-6-carboxamide